2-chloro-4-(phenanthren-9-yl)quinazoline ClC1=NC2=CC=CC=C2C(=N1)C=1C2=CC=CC=C2C=2C=CC=CC2C1